C(CC)OC(CC)=C 3-propoxy-3-n-buten